C[Si](C(C)C1=C(C(=C(C=C1)[SiH](C)C)[SiH](C)C)CC[SiH2]C(NCCC[Si](C)(OC)OC)NCCC[Si](OC)(OC)C)(OC)OC 1-methyldimethoxysilylethyldimethylsilyl-3-bis(methyldimethoxysilylpropylamino)methylsilylethyldimethylsilylbenzene